N-(2-(6-(2,6-dichloro-3,5-dimethoxyphenyl)-4,5,6,7-tetrahydro-1H-indazol-3-yl)-4-fluorophenyl)acrylamide ClC1=C(C(=C(C=C1OC)OC)Cl)C1CCC=2C(=NNC2C1)C1=C(C=CC(=C1)F)NC(C=C)=O